The molecule is the (R)-enantiomer of 2-hydroxy-4-methylpentanoic acid. Found in patients with short-bowel syndrome (an inborn error of metabolism), and in maple syrup urine disease, MSUD. It is a (2R)-2-hydroxy monocarboxylic acid and a 2-hydroxy-4-methylvaleric acid. It is a conjugate acid of a (R)-2-hydroxy-4-methylpentanoate. It is an enantiomer of a (S)-2-hydroxy-4-methylpentanoic acid. CC(C)C[C@H](C(=O)O)O